FC=1C=CC(=C(OCC2CC(NCC2)=O)C1)C=1C2=C(C(=NC1C=1SC=3CNCCC3N1)C=1C=NN(C1)C)C=CS2 4-[[5-fluoro-2-[4-(1-methylpyrazol-4-yl)-6-(4,5,6,7-tetrahydrothiazolo[5,4-c]pyridin-2-yl)thieno[3,2-c]pyridin-7-yl]phenoxy]methyl]piperidin-2-one